C(C(C)(C)C)S(=O)C1=CC=C(N)C=C1 4-(neopentylsulfinyl)aniline